Cl.Cl.NCCCOC=1C=C(C=CC1)[C@](C(=O)OC1CCN(CC1)CC1=CC=CC=C1)(C1=CC=CC=C1)O 1-Benzylpiperidin-4-yl (S)-2-(3-(3-aminopropoxy)phenyl)-2-hydroxy-2-phenylacetate dihydrochloride